C12N(CC(NC1)C2)C=2C=CC(=C(C(=O)N[C@H](C)C1=CC(=NC3=CC=CC=C13)C=1C=NN(C1)C)C2)C 5-(2,5-diazabicyclo[2.2.1]heptan-2-yl)-2-methyl-N-((R)-1-(2-(1-methyl-1H-pyrazol-4-yl)quinolin-4-yl)ethyl)benzamide